2-(7-Chloro-2,8-difluoropyrido[4,3-d]pyrimidin-4-yl)-8,8-difluoro-5-oxa-2-azabicyclo[5.1.0]octane ClC1=C(C=2N=C(N=C(C2C=N1)N1C2C(C2COCC1)(F)F)F)F